N-((2-(2-hydroxyethyl)-2H-indazol-6-yl)methyl)-4-oxo-4H-pyrido[1,2-a]pyrimidine-2-carboxamide OCCN1N=C2C=C(C=CC2=C1)CNC(=O)C=1N=C2N(C(C1)=O)C=CC=C2